ethyl 2-methoxymethylene-4,4-dichloro-3-oxobutyrate COC=C(C(=O)OCC)C(C(Cl)Cl)=O